O\N=C\C1=CCC(CC1)C(CO)(C)OC 2-{4-[(E)-(Hydroxyimino)methyl]-3-cyclohexen-1-yl}-2-methoxy-1-propanol